C1(CC1)CCN(C(=O)OCC=1C(=NOC1C1=CC=C(O[C@@H]2C[C@H](CCC2)C(=O)O)C=C1)C)C (1S,3S)-3-(4-(4-((((2-cyclopropylethyl)(methyl)carbamoyl)oxy)methyl)-3-methylisoxazol-5-yl)phenoxy)cyclohexane-1-carboxylic acid